(R)-N-(1-(6-(3-Methoxytetrahydrofuran-3-yl)-4-methylpyridin-2-yl)-3-methyl-1H-pyrazolo[4,3-c]pyridin-6-yl)acetamide-2,2,2-d3 CO[C@@]1(COCC1)C1=CC(=CC(=N1)N1N=C(C=2C=NC(=CC21)NC(C([2H])([2H])[2H])=O)C)C